1-(Difluoromethyl)-N-((R)-2-(((S)-5,11-dioxo-10,11-dihydro-1H,3H,5H-spiro[benzo[d]pyrazolo[1,2-a][1,2]diazepin-2,1'-cyclopropan]-10-yl)carbamoyl)butyl)-1H-pyrazol-5-carboxamid FC(N1N=CC=C1C(=O)NC[C@@H](CC)C(N[C@H]1C2=C(C(N3N(C1=O)CC1(CC1)C3)=O)C=CC=C2)=O)F